N1-(3-(9H-carbazol-9-yl)phenyl)-N3-(3-bromophenyl)-5-(tert-butyl)-N1,N3-bis(dibenzo[b,d]furan-1-yl)benzene-1,3-diamine C1=CC=CC=2C3=CC=CC=C3N(C12)C=1C=C(C=CC1)N(C1=CC(=CC(=C1)C(C)(C)C)N(C1=CC=CC=2OC3=C(C21)C=CC=C3)C3=CC(=CC=C3)Br)C3=CC=CC=2OC1=C(C23)C=CC=C1